7-((1H-imidazol-1-yl)methyl)-2-(8-(aminomethyl)-6-ethylquinolin-4-yl)-5-(1-methyl-3-(trifluoromethyl)-1H-pyrazol-4-yl)-3,4-dihydroisoquinolin-1(2H)-one N1(C=NC=C1)CC1=CC(=C2CCN(C(C2=C1)=O)C1=CC=NC2=C(C=C(C=C12)CC)CN)C=1C(=NN(C1)C)C(F)(F)F